1,1-difluoro-N-((6S,7S)-5-(2-fluoro-3-methoxypropanoyl)-6-((2,3',5'-trifluoro-[1,1'-biphenyl]-3-yl)methyl)-5-azaspiro[2.4]heptan-7-yl)methanesulfonamide FC(S(=O)(=O)N[C@@H]1[C@@H](N(CC12CC2)C(C(COC)F)=O)CC=2C(=C(C=CC2)C2=CC(=CC(=C2)F)F)F)F